(1E,3Z)-ethyl-3-phenyl-4-hydroxy-2-phenylcyclooctane-1,3-diene formate C(=O)O.C(C)/C/1=C(\C(=C(\CCCC1)/O)\C1=CC=CC=C1)/C1=CC=CC=C1